FC=1C=CC(=C(C(=O)N)C1)OC 5-fluoro-2-methoxy-benzamide